[N+](=O)([O-])[O-].[Cu+2].NC1=NON=C1C1=NN=C(N1N)N.[N+](=O)([O-])[O-] 3-amino-4-(4,5-diamino-1,2,4-triazol-3-yl)-furazan copper nitrate